N-(2-(5-bromopyridin-2-yl)-5-methyloctahydrocyclopenta[c]pyrrol-5-yl)-2-chlorobenzamide BrC=1C=CC(=NC1)N1CC2C(C1)CC(C2)(C)NC(C2=C(C=CC=C2)Cl)=O